1-(4-chlorophenyl)-N-(p-tolyl)-2-vinylcyclopropane-1-carboxamide ClC1=CC=C(C=C1)C1(C(C1)C=C)C(=O)NC1=CC=C(C=C1)C